(E)-4-methoxybenzaldehyde O-(1-methyl-3-(trifluoromethyl)-1H-pyrazole-4-carbonyl) oxime CN1N=C(C(=C1)C(=O)O\N=C\C1=CC=C(C=C1)OC)C(F)(F)F